3-[5,7-difluoro-2-(4-fluorophenyl)-1H-indol-3-yl]butanoic acid methyl ester COC(CC(C)C1=C(NC2=C(C=C(C=C12)F)F)C1=CC=C(C=C1)F)=O